(S,E)-N7-(1-(2-(bicyclo[1.1.1]pentan-1-ylamino)-2-oxoethyl)-2-oxo-1,2-dihydropyridin-3-yl)-6-(1H-indole-3-carboxamido)-N1-isopropylhept-2-enediamide C12(CC(C1)C2)NC(CN2C(C(=CC=C2)NC([C@H](CC/C=C/C(=O)NC(C)C)NC(=O)C2=CNC1=CC=CC=C21)=O)=O)=O